2-[(R)-4-(3-fluoro-4-methoxy-phenyl)-indan-1-yl]-isoindole-1,3-dione FC=1C=C(C=CC1OC)C1=C2CC[C@H](C2=CC=C1)N1C(C2=CC=CC=C2C1=O)=O